C(C)OC(C[C@@H](C1=CC(=CC=C1)C=1SC=CN1)NC(=O)NC=1C(N(C=CC1O)C)=O)=O (S)-3-(3-(4-hydroxy-1-methyl-2-oxo-1,2-dihydropyridin-3-yl)ureido)-3-(3-(thiazol-2-yl)phenyl)propanoic acid ethyl ester